O=C1NC(CCC1C=1C=NN2C1C=C(C=C2)C#CCNC(C2=NC=C(C=C2)C=2N=CC1=C(C=CC=C1C2)C2=CC1=C(N(C(N1C)=O)C)C(=C2)C(C)C)=O)=O N-(3-(3-(2,6-dioxo-piperidin-3-yl)pyrazolo[1,5-a]pyridin-5-yl)prop-2-yn-1-yl)-5-(8-(7-isopropyl-1,3-dimethyl-2-oxo-2,3-dihydro-1H-benzo[d]imidazol-5-yl)isoquinolin-3-yl)picolinamide